1-(1-methyldihydroindol-4-yl)-5-(trifluoromethyl)-1H-pyrazole-4-carboxylic acid CN1CCC2=C(C=CC=C12)N1N=CC(=C1C(F)(F)F)C(=O)O